lithium propyl methacrylate C(C(=C)C)(=O)OCCC.[Li]